1-isopropylazetidin C(C)(C)N1CCC1